ClC1=CC=C(C=2CCC12)C1=NN(CC1C1=CC=CC=C1)C(=O)NS(=O)(=O)C1=CC=C(C=C1)C(F)(F)F 3-(5-chlorobicyclo[4.2.0]octa-1(6),2,4-trien-2-yl)-4-phenyl-N-((4-(trifluoromethyl)phenyl)sulfonyl)-4,5-dihydro-1H-pyrazole-1-carboxamide